FC1=C(C=CC=C1)N1CCC(CC1)OC[C@@H]1N(CCC[C@@H]1NS(=O)(=O)C)C(=O)OCC(F)(F)F 2,2,2-trifluoroethyl cis-2-(((1-(2-fluorophenyl)piperidin-4-yl)oxy)methyl)-3-((methylsulfonyl)amino)piperidine-1-carboxylate